1-[4-chloro-6-fluoro-3-methyl-2-(4-methyltetrahydropyran-4-yl)-8-quinolyl]ethanone ClC1=C(C(=NC2=C(C=C(C=C12)F)C(C)=O)C1(CCOCC1)C)C